2,2,2-trifluoroethyl 2-((2R,5S)-5-methyl-2-(2-(1,2,2,6,6-pentamethylpiperidin-4-yl)benzo[d]thiazol-5-yl)piperidin-1-yl)-2-oxoacetate C[C@H]1CC[C@@H](N(C1)C(C(=O)OCC(F)(F)F)=O)C=1C=CC2=C(N=C(S2)C2CC(N(C(C2)(C)C)C)(C)C)C1